FC(C1=CC(=NC=C1)C=1N=CNC1)(F)F 4-(4-(trifluoromethyl)pyridin-2-yl)-1H-imidazole